C(C)OC(C(CN1N=CC=C1)OC(NC1=C(C=CC=C1F)CC)=O)=O.C(C)(C)C(C(=O)N)=C isopropyl-Acrylamide Ethyl-2-{[(2-ethyl-6-fluoro-phenyl)carbamoyl]oxy}-3-(1H-pyrazol-1-yl)propanoate